COCCN1CCOCC1 4-methoxyethylmorpholine